ClC=1C=C(C=CC1)N1C([C@@H]2N(CCNC2)CC1)=O (R)-8-(3-Chlorophenyl)-9-oxooctahydro-2H-pyrazino[1,2-a]pyrazin